C(C1=CC=CC=C1)N1C[C@@]2(C[C@@H]([C@@](C1)(N2C(=O)OC(C)(C)C)C)OC)C Tert-Butyl (1S,5R,6S)-3-benzyl-6-methoxy-1,5-dimethyl-3,8-diazabicyclo[3.2.1]octane-8-carboxylate